3-acetyl-7-methoxycoumarin tert-butyl-N-cyclobutyl-N-[(3S)-1-{6-[2-(methoxymethoxy)-4-[1-(oxan-2-yl)pyrazol-4-yl]phenyl]pyridazin-3-yl}pyrrolidin-3-yl]carbamate C(C)(C)(C)OC(N([C@@H]1CN(CC1)C=1N=NC(=CC1)C1=C(C=C(C=C1)C=1C=NN(C1)C1OCCCC1)OCOC)C1CCC1)=O.C(C)(=O)C=1C(OC2=CC(=CC=C2C1)OC)=O